catecholpropanol C1(O)=C(O)C(=CC=C1)CCCO